1-(2-chloro-3-(4-fluorophenyl)-7-methylquinolin-5-yl)ethan-1-one ClC1=NC2=CC(=CC(=C2C=C1C1=CC=C(C=C1)F)C(C)=O)C